C1(=CC=CC=C1)C=1C2=C(SC1B(O)O)C=CC=C2 (3-phenylbenzo[b]thiophen-2-yl)boronic acid